benzyl maleate C(\C=C/C(=O)[O-])(=O)OCC1=CC=CC=C1